DL-4-hydroxy-2-ketoglutaric acid lithium salt [Li+].O[C@H](CC(C(=O)[O-])=O)C(=O)[O-].[Li+] |r|